C1(=CC=CC=C1)N(C1=CC=C(C2=CC=C(N(C3=CC=CC4=CC=CC=C34)C3=CC=CC=C3)C=C2)C=C1)C1=CC=CC2=CC=CC=C12 diphenyl-N,N'-di(α-naphthyl)-benzidine